F[C@H]1CN(C[C@@H]1NC1=NC(=CC=C1)C1=CN=C2N1C=C(N=C2)N2CCCC2)C(=O)OC(C)(C)C tert-butyl (3S,4S)-3-fluoro-4-((6-(6-(pyrrolidin-1-yl)imidazo[1,2-a]pyrazin-3-yl)pyridin-2-yl)amino)pyrrolidine-1-carboxylate